C(C=C)OC1=C(C=C(C(=O)OC)C=C1)S(NC1=C(C=C(C(=C1)C#N)Cl)N1[C@@H](CCCC1)CC=C)(=O)=O methyl (S)-4-(allyloxy)-3-(N-(2-(2-allylpiperidin-1-yl)-4-chloro-5-cyanophenyl)sulfamoyl)benzoate